1-(1-methyl-3-(3-(methylsulfonyl)phenyl)-1H-pyrrolo[2,3-c]pyridin-5-yl)urea CN1C=C(C=2C1=CN=C(C2)NC(=O)N)C2=CC(=CC=C2)S(=O)(=O)C